C(C=C)(=O)OCC β-ethyl acrylate